O1C=CC2=C1C=CC(=C2)C[C@H](C)NC (S)-1-(benzofuran-5-yl)-N-methylpropan-2-amine